C(CCC)(=O)N1CC2N(C(C1)C2)C(C#CCN(C)C)=O 1-(3-butyryl-3,6-diazabicyclo[3.1.1]heptan-6-yl)-4-(dimethylamino)but-2-yn-1-one